[(3R,9aS)-3-(3-Chloro-4-fluorophenyl)-3,4,6,7,9,9a-hexahydro-1H-pyrazino[2,1-c][1,4]oxazin-8-yl]-(2-chloro-3,5-dimethoxyphenyl)methanon ClC=1C=C(C=CC1F)[C@@H]1CN2[C@H](CO1)CN(CC2)C(=O)C2=C(C(=CC(=C2)OC)OC)Cl